(R)-(1-(2,5-Difluoropyridin-4-yl)-8-methyl-3-(3-methyl-1,2,4-thiadiazol-5-yl)-5,6-Dihydroimidazo[1,5-a]pyrazin-7(8H)-yl)(4-fluorophenyl)methanone FC1=NC=C(C(=C1)C=1N=C(N2C1[C@H](N(CC2)C(=O)C2=CC=C(C=C2)F)C)C2=NC(=NS2)C)F